C1(=CC=CC2=CC=CC=C12)CC=1C(=C2N(C(C1)=S)C(CS2(=O)=O)C(=O)OC)C2=CC(=CC=C2)C(F)(F)F methyl 7-(naphthalen-1-ylmethyl)-5-thioxo-8-(3-(trifluoromethyl)phenyl)-2,3-dihydro-5H-thiazolo[3,2-a]pyridine-3-carboxylate 1,1-dioxide